N-((1S,4R)-4-((S)-1-hydroxyethyl)cyclohexyl)-2-(1H-imidazol-1-yl)thieno[3,2-d]pyrimidine-4-carboxamide O[C@@H](C)C1CCC(CC1)NC(=O)C=1C2=C(N=C(N1)N1C=NC=C1)C=CS2